5-(5-chloro-1-methyl-1H-pyrrolo[2,3-c]pyridin-2-yl)-4,6-dimethoxy-N,N-dimethylpyrimidin-2-amine ClC=1C=C2C(=CN1)N(C(=C2)C=2C(=NC(=NC2OC)N(C)C)OC)C